5-(aminoethyl)pyridin-2-amine dihydrochloride Cl.Cl.NCCC=1C=CC(=NC1)N